1-(1-(1-acryloylazetidin-3-yl)ethyl)-7-chloro-4-(2-isopropyl-4-methylpyridin-3-yl)-6-(5-methyl-1h-indazol-4-yl)-1,4-dihydropyridine C(C=C)(=O)N1CC(C1)C(C)N1C=CC(C=C1C1=C2C=NNC2=C(C=C1C)Cl)C=1C(=NC=CC1C)C(C)C